(2,4-dichlorophenyl)-methanone ClC1=C(C=CC(=C1)Cl)C=O